7-(2-{2-[2-({2-methyl-8-[4-(trifluoromethyl)phenyl]-2H,8H-pyrazolo[3,4-b]indol-5-yl}formamido)-ethoxy]ethoxy}ethoxy)heptanoic acid CN1N=C2N(C3=CC=C(C=C3C2=C1)C(=O)NCCOCCOCCOCCCCCCC(=O)O)C1=CC=C(C=C1)C(F)(F)F